vinylisophthalic acid C(=C)C1=C(C(=O)O)C=CC=C1C(=O)O